2-{3-[(4-chloro-1-methyl-1H-pyrazol-3-yl)amino]-1-methyl-1H-indazol-6-yl}propan-2-ol ClC=1C(=NN(C1)C)NC1=NN(C2=CC(=CC=C12)C(C)(C)O)C